C(O)(O)=O.ClCCC Chloropropane carbonate